ClC1=C(C(=CC(=C1)NC1=NC=CC(=N1)NC1=NC(=NC=C1)C1=NC(=CC=C1)C)F)C(=O)N1CCNCC1 [2-chloro-6-fluoro-4-[[4-[[2-(6-methyl-2-pyridyl)pyrimidin-4-yl]amino]pyrimidin-2-yl]amino]phenyl]-piperazin-1-yl-methanone